tert-butyl N-[2-[allyl-[1-(3-chloro-2-fluoro-phenyl)ethyl]amino]ethyl]-carbamate C(C=C)N(CCNC(OC(C)(C)C)=O)C(C)C1=C(C(=CC=C1)Cl)F